BrC1=NN=C(S1)CN1C2(CC2)C(N(C1=O)CC)=O 4-[(5-bromo-1,3,4-thiadiazol-2-yl)methyl]-6-ethyl-4,6-diazaspiro[2.4]heptane-5,7-dione